CC(C)=CCCC(C)=C1CC=C(CC1)C 2-methyl-6-(4-methylcyclohex-3-en-1-ylidene)hept-2-ene